N-((1r,3r)-3-(4-amino-5-bromo-7-methyl-7H-pyrrolo[2,3-d]pyrimidin-6-yl)cyclobutyl)methacrylamide NC=1C2=C(N=CN1)N(C(=C2Br)C2CC(C2)NC(C(=C)C)=O)C